CN(/C=C/C(=O)C1=CC=CC=C1)C (E)-3-(dimethylamino)-1-phenyl-2-propen-1-one